4-bromo-2-(3-allylpiperidin-1-yl)benzoic acid BrC1=CC(=C(C(=O)O)C=C1)N1CC(CCC1)CC=C